1-((1R,3r,5S)-8-(3-(trifluoromethyl)-1,2,4-oxadiazol-5-yl)-8-azabicyclo[3.2.1]octan-3-yl)piperidine-4-carboxylic Acid Hydrochloride Cl.FC(C1=NOC(=N1)N1[C@H]2CC(C[C@@H]1CC2)N2CCC(CC2)C(=O)O)(F)F